C(C)(C)(C)OC(=O)N1CCC=2C3=C(N=C(C2C1)Cl)C=C(C=C3)Cl 5,8-Dichloro-1,4-dihydrobenzo[c][2,7]naphthyridine-3(2H)-carboxylic acid tert-butyl ester